C1(=CC=CC=C1)C=1C(N(N=CC1)CCCCN1C2CC(CC(C1)(C2)C)(C)C)=O 4-phenyl-2-(4-(1,3,3-trimethyl-6-azabicyclo[3.2.1]octan-6-yl)butyl)pyridazin-3(2H)-one